tri(methylphenyl)phosphine tetrakis(pentafluorophenyl)borate FC1=C(C(=C(C(=C1[B-](C1=C(C(=C(C(=C1F)F)F)F)F)(C1=C(C(=C(C(=C1F)F)F)F)F)C1=C(C(=C(C(=C1F)F)F)F)F)F)F)F)F.CC1=C(C=CC=C1)P(C1=C(C=CC=C1)C)C1=C(C=CC=C1)C